C(C1=CC=CC=C1)N(C(O)=O)CCNC(CCN)=O.FC(C(=O)O)(F)F trifluoroacetic acid benzyl-[2-(beta-alanylamino)ethyl]carbamate